4'-((1R,5S)-3,8-diazabicyclo[3.2.1]octan-3-yl)-2'-(((2R,7aS)-2-fluorotetrahydro-1H-pyrrolizin-7a(5H)-yl)methoxy)-2,3,5',8'-tetrahydro-6'H-spiro[indene-1,7'-quinazolin]-6-ol [C@H]12CN(C[C@H](CC1)N2)C2=NC(=NC=1CC3(CCC21)CCC2=CC=C(C=C23)O)OC[C@]23CCCN3C[C@@H](C2)F